C12(C(=O)CC(CC1)C2(C)C)CS(=O)(=O)O 10-camphorsulfonic acid